NC1=CC=C(OC2(CCC(CC2)Br)C#CC=2C=C(C=[NH+]C2)O)C=C1 5-((1-(4-aminophenoxy)-4-bromocyclohexyl)ethynyl)-3-hydroxypyridinium